4-carboxyl-4'-hydroxymethyl-biphenyl C(=O)(O)C1=CC=C(C=C1)C1=CC=C(C=C1)CO